Butyl (1S,2S,5R)-2-((1S)-1-((2,6-dichloro-8-fluoro-7-(6-fluoro-1-methyl-1H-indazol-7-yl)-4-hydroxyquinazolin-5-yl)oxy)ethyl)-3,8-diazabicyclo[3.2.1]octane-8-carboxylate ClC1=NC2=C(C(=C(C(=C2C(=N1)O)O[C@@H](C)[C@@H]1[C@@H]2CC[C@H](CN1)N2C(=O)OCCCC)Cl)C=2C(=CC=C1C=NN(C21)C)F)F